ClC1=C(C=CC=C1)C1=C(C(=CC=C1)NC(=O)[C@H]1N(C[C@@H](C1)F)C(CN1N=C(C2=CC=C(C=C12)OCS(=O)(=N)C)C(=O)N)=O)F 1-(2-((2S,4R)-2-((2'-chloro-2-fluoro-[1,1'-biphenyl]-3-yl)carbamoyl)-4-fluoropyrrolidin-1-yl)-2-oxoethyl)-6-((S-methyl-sulfonimidoyl)methoxy)-1H-indazole-3-carboxamide